6-(4-ethoxyphenyl)-N-((5-methoxy-2-methylpyridin-3-yl)methyl)pyrazine-2-carbohydrazide C(C)OC1=CC=C(C=C1)C1=CN=CC(=N1)C(=O)N(N)CC=1C(=NC=C(C1)OC)C